1,20-dichloro-10-eicosene ClCCCCCCCCCC=CCCCCCCCCCCl